CCCCCCCCCCCCCCCCCC(=O)O[C@H](COC(=O)CCCCCCC/C=C\CCCCCC)COP(=O)([O-])OCC[N+](C)(C)C 1-(9Z-hexadecenoyl)-2-octadecanoyl-glycero-3-phosphocholine